ClC=1C=NC(=C(C(=O)NC2CCC(CC2)CN2C(N(C3=C2C=CC=C3)C=3C=C2C(=NC3)NC=C2)=O)C1)C 5-chloro-2-methyl-N-((1r,4r)-4-((2-oxo-3-(1H-pyrrolo[2,3-b]pyridin-5-yl)-2,3-dihydro-1H-benzo[d]imidazol-1-yl)methyl)cyclohexyl)nicotinamide